3-(methylamino)cyclobutanol CNC1CC(C1)O